FC(C(=O)O)(F)F.OC1(CCCCC1)CN1N=CC=C1C1=CC=C(C=C1)[C@@H]1CC[C@H](CC1)OC=1N=NNC1C(=O)O 4-(((trans)-4-(4-(1-((1-hydroxycyclohexyl)methyl)-1H-pyrazol-5-yl)phenyl)cyclohexyl)oxy)-1H-1,2,3-triazole-5-carboxylic acid 2,2,2-trifluoroacetate